2-(2-((1E,3E)-4-(3,5-bis((4,7-dimethyl-1,4,7-triazonan-1-yl)methyl)-4-hydroxyphenyl)buta-1,3-dien-1-yl)-4H-chromen-4-ylidene)malononitrile CN1CCN(CCN(CC1)C)CC=1C=C(C=C(C1O)CN1CCN(CCN(CC1)C)C)/C=C/C=C/C=1OC2=CC=CC=C2C(C1)=C(C#N)C#N